(R)-3-methyl-4-(8-(4-(methylsulfonyl)phenyl)-3-(1H-pyrazol-5-yl)imidazo[1,2-b]pyridazin-6-yl)morpholine C[C@H]1N(CCOC1)C=1C=C(C=2N(N1)C(=CN2)C2=CC=NN2)C2=CC=C(C=C2)S(=O)(=O)C